9-(Phenylsulfonyl)nonane-2,7-dione C1(=CC=CC=C1)S(=O)(=O)CCC(CCCCC(C)=O)=O